CC(NC)C 1,1-dimethyl-N,N-dimethylamine